ClC=1C=CC=2C(N(CC(OC2N1)C)CC1=CC=C(C=C1)OC)=O 8-chloro-4-[(4-methoxyphenyl)methyl]-2-methyl-2,3-dihydropyrido[3,2-f][1,4]oxazepin-5-one